4-Hydroxybut-2-en-1-ylnonanoate OCC=CCOC(CCCCCCCC)=O